FC(C=1NC(=NN1)N)(F)F 5-(Trifluoromethyl)-4H-1,2,4-triazol-3-amine